NC=1C(=C(C=CC1N)CC(=O)OC(C)(C)C)F tert-Butyl 2-(3,4-diamino-2-fluorophenyl)acetate